BrC=1C=C(C2=C(N(N=C2C1)C)C1=CC(=C(C(=O)N[C@H]2C(C2)(F)F)C(=C1)OC)OC(F)F)C#N 4-(6-bromo-4-cyano-2-methylindazol-3-yl)-N-[(1R)-2,2-difluorocyclopropyl]-2-(difluoromethoxy)-6-methoxybenzamide